2-(3,5-dichloro-4-((5-cyclopropyl-6-oxo-1,6-dihydropyridazin-3-yl)oxy)phenyl)-3,5-dioxo-2,3,4,5-tetrahydro-1,2,4-triazine-6-carboxylic acid ClC=1C=C(C=C(C1OC1=NNC(C(=C1)C1CC1)=O)Cl)N1N=C(C(NC1=O)=O)C(=O)O